N-[2-(Dimethylamino)ethyl]-4-{5-[5-fluoro-6-(2-methoxyethoxy)-1H-indazol-3-yl]-1,2-oxazol-3-yl}benzamid CN(CCNC(C1=CC=C(C=C1)C1=NOC(=C1)C1=NNC2=CC(=C(C=C12)F)OCCOC)=O)C